1-((2-trifluoromethylpyridin-5-yl)methyl)-8-nitro-2,3-dihydro-1H-imidazo[1,2-a]pyridin-4-ium FC(C1=NC=C(C=C1)CN1CC[N+]2=C1C(=CC=C2)[N+](=O)[O-])(F)F